Dinatrium 2,2'-dihydroxy-4,4'-dimethoxy-5,5'-disulphobenzophenon OC1=C(C(=O)C2=C(C=C(C(=C2)S(=O)(=O)O)OC)O)C=C(C(=C1)OC)S(=O)(=O)O.[Na].[Na]